7-(4-{[tert-butyl(dimethyl)silyl]oxy}bicyclo[2.1.1]hexan-1-yl)-3-chloro-6,7-dihydro-5H-pyrrolo[2,3-c]pyridazine [Si](C)(C)(C(C)(C)C)OC12CCC(C1)(C2)N2CCC1=C2N=NC(=C1)Cl